6-Amino-3-(4'-chloro-2-oxo-1',2'-dihydrospiro[piperidine-4,3'-pyrrolo[2,3-b]pyridin]-5'-yl)-2-fluoro-N,N-dimethylbenzamide NC1=CC=C(C(=C1C(=O)N(C)C)F)C=1C(=C2C(=NC1)NCC21CC(NCC1)=O)Cl